(((cis)-3-(trifluoromethyl)cyclobutyl)methyl)-1H-pyrazole-5-carboxamide FC([C@H]1C[C@H](C1)CN1N=CC=C1C(=O)N)(F)F